C(C=1N=C2C(=NC(=NC2=NC1C([2H])([2H])[2H])[C@H]1C[C@H](OCC1)C=1C=NN(C1)C([2H])([2H])[2H])C1=CC=C(C=C1)C)([2H])([2H])[2H] 6,7-bis(methyl-d3)-2-((2S,4R)-2-(1-(methyl-d3)-1H-pyrazol-4-yl)tetrahydro-2H-pyran-4-yl)-4-(p-tolyl)pteridine